1-(4-(1-(4-bromophenyl)cyclopent-yl)thiazol-2-yl)-3-(3,5-difluoro-4-(piperazin-1-yl)benzyl)urea BrC1=CC=C(C=C1)C1(CCCC1)C=1N=C(SC1)NC(=O)NCC1=CC(=C(C(=C1)F)N1CCNCC1)F